ethyl 4-(bis(4H-benzo[d][1,3]dioxin-6-yl)methylene)piperidine-1-carboxylate O1COCC2=C1C=CC(=C2)C(=C2CCN(CC2)C(=O)OCC)C2=CC1=C(OCOC1)C=C2